NC=1C(=NC(=C(N1)C1=CC=CC=C1)C=1C=C2C=CC=NC2=C(C1)Cl)OCC1CCN(C1)C 4-(((3-amino-6-(8-chloroquinolin-6-yl)-5-phenylpyrazin-2-yl)oxy)methyl)-1-methylpyrrolidin